1-[(Isopropylidenamino)oxy]-2-methyl-1-oxopropan-2-yl-2-chloro-5-[4-(1,1-difluoroethyl)-3-methyl-2,6-dioxo-3,6-dihydropyrimidin-1(2H)-yl]-4-fluorobenzoat C(C)(C)=NOC(C(C)(C)OC(C1=C(C=C(C(=C1)N1C(N(C(=CC1=O)C(C)(F)F)C)=O)F)Cl)=O)=O